naphthalene-1,4-bismethanol C1(=CC=C(C2=CC=CC=C12)CO)CO